BrCCCCCCCCCCCCCCCCCCCCBr 1,20-dibromoeicosane